((3S,5R)-5-((1H-1,2,4-triazol-1-yl)methyl)-5-(2,4-difluorophenyl)tetrahydrofuran-3-yl)4-methylbenzenesulfonic acid methyl ester COS(=O)(=O)C1=C(C=C(C=C1)C)[C@H]1CO[C@](C1)(C1=C(C=C(C=C1)F)F)CN1N=CN=C1